O=C1NC(CCC1N1C(C2=CC=CC(=C2C1)CCC=O)=O)=O 3-(2-(2,6-dioxopiperidin-3-yl)-1-oxoisoindolin-4-yl)propanal